C(#N)C1=C(C=C(C=C1)F)C(C)N(C(C1=C(N=CC(=C1)F)OC)=O)C N-(1-(2-cyano-5-fluorophenyl)ethyl)-5-fluoro-2-methoxy-N-methylnicotinamide